4,4'-azobis(5-cyanohexanoic acid) N(=NC(CCC(=O)O)C(C)C#N)C(CCC(=O)O)C(C)C#N